C(C1=CC=CC=C1)N1CCC(CC1)N1C(NC2=C(CC1)C=CC=C2)=O 3-(1-benzyl-piperidin-4-yl)-1,3,4,5-tetrahydro-benzo[d][1,3]diazepin-2-one